CC1=CC=C(C2=CC=CC=C12)C(C)=O 1-methyl-4-acetyl-naphthalene